ClC1=CC2=C(N(C(N=C2N2[C@H](CN(CC2)C(C=C)=O)C)=O)C2=C(C=CC=C2CC)CC)N=C1N1CC(OCC1)(C)C 6-chloro-1-(2,6-diethylphenyl)-7-(2,2-dimethyl-4-morpholinyl)-4-((2S)-2-methyl-4-(2-propenoyl)-1-piperazinyl)pyrido[2,3-d]pyrimidin-2(1H)-one